C(CCCCCCCCCCCCCCCCC)C(C(=O)O)C(O)(C(=O)O)CC(=O)O.C(CCCCCCCCCCCCCCCCC)O stearyl alcohol stearyl-citrate